propylene glycol mono-iso-octyl ether C(CCCCC(C)C)OCC(C)O